4-{5-[2-Fluoro-4-(trifluoromethoxy)phenoxyl-1-methyl-1H-1,2,4-triazol-3-yl]benzyliden}-N-(2-isopropylphenyl)hydrazincarbothioamid FC1=C(OC2=NC(=NN2C)C=2C=CC=C(C=C3CC(=C(C=C3)NC(=S)NN)C(C)C)C2)C=CC(=C1)OC(F)(F)F